(R)-2-(2-(pyridin-2-yl)ethyl)benzo[h]chroman-4-one N1=C(C=CC=C1)CC[C@H]1OC2=C3C(=CC=C2C(C1)=O)C=CC=C3